FC(S(=O)(=O)OCCC(F)F)(F)F 3,3-difluoropropyl trifluoromethanesulfonate